2,2-bis(t-butylperoxy)propane C(C)(C)(C)OOC(C)(C)OOC(C)(C)C